C(#C)C1=NC(=NC(=N1)N1CC2CCC(C1)N2C2COC2)N2CC1CCC(C2)N1C1COC1 3,3'-(6-ethynyl-1,3,5-triazine-2,4-diyl)bis(8-(oxetan-3-yl)-3,8-diazabicyclo[3.2.1]octane)